FC(C(=O)OCC)=C Ethyl fluoroacrylate